O.C(C=C(C(=O)O)CC(=O)O)(=O)O aconitate hydrate